FC1=C(C=CC=C1)C1=NN(C2(C1C1=CC=CC=C1)/C(/OC(=C2)C2=CC=CC=C2)=N/S(=O)(=O)C2=CC=C(C=C2)C)C2=CC=CC=C2 (Z)-N-(3-(2-fluorophenyl)-1,4,8-triphenyl-7-oxa-1,2-diazaspiro[4.4]nona-2,8-dien-6-ylidene)-4-methylbenzenesulfonamide